1-dodecanoyl-2-(9Z-tetradecenoyl)-glycero-3-phospho-(1'-sn-glycerol) CCCCCCCCCCCC(=O)OC[C@H](COP(=O)(O)OC[C@H](CO)O)OC(=O)CCCCCCC/C=C\CCCC